NC1=C(C=C(OC2=C(C(=NC=C2)N)Cl)C=C1)F 4-(4-amino-3-fluorophenoxy)-3-chloropyridin-2-amine